C(/C1=CC=CC=C1)=C\1/CCCN2C1=NC1=C(C2=O)C=C(O1)C1=CC=C(C=C1)F (E)-9-benzylidene-2-(4-fluorophenyl)-6,7,8,9-tetrahydro-4H-furo[2,3-d]pyrido[1,2-a]pyrimidin-4-one